C(C)(C)C1=NN(C(C=2N1C1=C(C2)SC=N1)=O)CC(=O)NC1CCC(CC1)C(=O)O (1r,4r)-4-(2-(5-isopropyl-8-oxothiazolo[5',4':4,5]pyrrolo[1,2-d][1,2,4]triazin-7(8H)-yl)acetamido)cyclohexane-1-carboxylic acid